6-(2,6-dichlorophenyl)-8-(3-methoxypropan-1-yn-1-yl)-2-(methylthio)pyrido[4,3-d]pyrimidin-5(6H)-one ClC1=C(C(=CC=C1)Cl)N1C(C2=C(N=C(N=C2)SC)C(=C1)C#CCOC)=O